3-(diethylaminomethylmethoxymethylsilyl)styrene C(C)N(CC)C[SiH](C=1C=C(C=C)C=CC1)COC